3-(1-methyl-7-((S)-3-methylpiperazin-1-yl)-1H-indazol-3-yl)piperidine-2,6-dione CN1N=C(C2=CC=CC(=C12)N1C[C@@H](NCC1)C)C1C(NC(CC1)=O)=O